chloro-6-(3-(4-((pyridin-3-yloxy) methyl) phenoxy) azetidin-1-yl)-[1,1'-biphenyl]-2-carboxylate ClC1=C(C(=C(C=C1)N1CC(C1)OC1=CC=C(C=C1)COC=1C=NC=CC1)C1=CC=CC=C1)C(=O)[O-]